(S)-N-(5-(2,2-difluorocyclopropanecarbonyl)-2-azaspiro[3.5]non-7-yl)-[1,2,4]triazol FC1(C(C1)C(=O)[C@@H]1C2(CNC2)CCC(C1)N1N=CN=C1)F